(1-chloro-2-methyl-Propenyl)-dimethyl-amine ClC(=C(C)C)N(C)C